Cl.Cl.N[C@@H]1C[C@H](CC1)NC1=C2C(=NC=3N1N=CC3Br)C3(CCCC3)C(C2)CO (8-(((1S,3S)-3-aminocyclopentyl)amino)-3-bromo-6,7-dihydrospiro[cyclopenta[d]pyrazolo[1,5-a]pyrimidine-5,1'-cyclopentane]-6-yl)methanol dihydrochloride